1-(5-fluoro-4-((4-(4-((4-((3-(methylsulfonyl)benzyl)amino)-5-(trifluoromethyl)pyrimidin-2-yl)amino)phenyl)piperazin-1-yl)methyl)pyridin-2-yl)dihydropyrimidine-2,4(1H,3H)-dione FC=1C(=CC(=NC1)N1C(NC(CC1)=O)=O)CN1CCN(CC1)C1=CC=C(C=C1)NC1=NC=C(C(=N1)NCC1=CC(=CC=C1)S(=O)(=O)C)C(F)(F)F